FC=1C=C(C=C(C1)F)C1=NO[C@](C1)(C(=O)N[C@@H]1C[C@@H](OC1)C(=O)OC)C=C |o1:16,18| Methyl (2R*,4R*)-4-[[(5S)-3-(3,5-difluorophenyl)-5-vinyl-4H-isoxazol-5-carbonyl]amino]tetra-hydrofuran-2-carboxylate